C1(CCC1)COC1=NC=CC(=N1)C1=CC=2C=NC(=CC2N1)NC(=O)C=1C=NN(C1)C N-(2-(2-(cyclobutylmethoxy)pyrimidin-4-yl)-1H-pyrrolo[3,2-c]pyridin-6-yl)-1-methyl-1H-pyrazole-4-carboxamide